CN1N=C(C=C1)COC1=CC(=C(C=C1)B1OC(C(O1)(C)C)(C)C)C 1-methyl-3-((3-methyl-4-(4,4,5,5-tetramethyl-1,3,2-dioxaborolan-2-yl)phenoxy)methyl)-1H-pyrazole